COC(=O)C1=C(C=CC=C1)S(=O)(=O)N=C([O-])N1N=C(N(C1=O)C)OCCC.[Na+] sodium 4,5-dihydro-N-{[2-(methoxycarbonyl)phenyl]sulfonyl}-4-methyl-5-oxo-3-propoxy-1H-1,2,4-triazole-1-carboximidate